(indazol-6-yl)-2,4-pyrimidinediamine Hydrogen Chloride Salt Cl.N1N=CC2=CC=C(C=C12)C=1C(=NC(=NC1)N)N